(4-((3-(7-((2,6-dimethylpiperidin-4-yl)amino)-3-(2,2,2-trifluoroethyl)benzo[b]thiophen-2-yl)prop-2-yn-1-yl)amino)-3-methoxyphenyl)dimethylphosphine oxide CC1NC(CC(C1)NC1=CC=CC2=C1SC(=C2CC(F)(F)F)C#CCNC2=C(C=C(C=C2)P(C)(C)=O)OC)C